Aluminium-Silicon [Si].[Al]